N[C@H](C#N)C[C@H]1C(NCC1)=O (2S)-2-amino-3-[(3S)-2-oxopyrrolidin-3-yl]propionitrile